(R)-N-(2-methoxyethyl)-N,5-dimethyl-4-(2,6-diazaspiro[3.4]octan-2-yl)hexan-1-amine COCCN(CCC[C@H](C(C)C)N1CC2(C1)CNCC2)C